2-[6-[(2S,6S)-2-(hydroxymethyl)-6-methyl-morpholin-4-yl]pyridazin-3-yl]-3,5-dimethyl-phenol OC[C@@H]1CN(C[C@@H](O1)C)C1=CC=C(N=N1)C1=C(C=C(C=C1C)C)O